4-(4-Fluorophenyl)-1-(3-(pyridin-4-yl)bicyclo[1.1.1]pentan-1-yl)piperidin-2-one FC1=CC=C(C=C1)C1CC(N(CC1)C12CC(C1)(C2)C2=CC=NC=C2)=O